N1CC(C1)N1CCN(CC1)C1=C(C=C(C=C1F)N1C(=NC=2C1=NC(=CC2)C2=CC(=NC=C2)N)C)F 4-(3-(4-(4-(azetidin-3-yl)piperazin-1-yl)-3,5-difluorophenyl)-2-methyl-3H-imidazo[4,5-b]pyridin-5-yl)pyridin-2-amine